ClC1=C(CN2CCNC3=CC=CC=C23)C=CC=C1 1-(2-chlorobenzyl)-1,2,3,4-tetrahydroquinoxaline